(3-fluoro-5-(trifluoromethyl)phenyl)(4-(3-methyl-4-oxo-4,5,6,7-tetrahydro-1H-pyrazolo[4,3-c]pyridin-1-yl)pyridin-2-yl)methyl benzoate C(C1=CC=CC=C1)(=O)OC(C1=NC=CC(=C1)N1N=C(C=2C(NCCC21)=O)C)C2=CC(=CC(=C2)C(F)(F)F)F